3-(5-((4-((4'-chloro-[1,1'-biphenyl]-4-yl)methyl)piperazin-1-yl)methyl)-1-oxoisoindolin-2-yl)piperidine-2,6-dione ClC1=CC=C(C=C1)C1=CC=C(C=C1)CN1CCN(CC1)CC=1C=C2CN(C(C2=CC1)=O)C1C(NC(CC1)=O)=O